CN1C2=CC=CC=C2N(C=2C=CC=CC12)C1=C(C(=CC(=C1C=1OC2=C(N1)C=CC=C2)N2C=1C=CC=CC1N(C1=CC=CC=C21)C)N2C=1C=CC=CC1N(C1=CC=CC=C21)C)C=2OC1=C(N2)C=CC=C1 2,2'-(2,4,6-tris(10-methylphenazin-5(10H)-yl)-1,3-phenylene)bis(benzo[d]oxazole)